methyl (R)-2-(6-(1-((tert-butoxycarbonyl)amino)ethyl)-1H-pyrrolo[2,3-b]pyridin-2-yl)-1-(2,2-difluoroethyl)-6-fluoro-1H-benzo[d]imidazole-5-carboxylate C(C)(C)(C)OC(=O)N[C@H](C)C1=CC=C2C(=N1)NC(=C2)C2=NC1=C(N2CC(F)F)C=C(C(=C1)C(=O)OC)F